N-[4-[8-amino-5-chloro-3-(trideuteriomethyl)imidazo[1,5-a]pyrazin-1-yl]-2,3-difluoro-phenyl]-2-(3,5-difluorophenyl)-2-hydroxy-acetamide NC=1C=2N(C(=CN1)Cl)C(=NC2C2=C(C(=C(C=C2)NC(C(O)C2=CC(=CC(=C2)F)F)=O)F)F)C([2H])([2H])[2H]